ClC1=CC=C(S1)CN1NC(=CC1C1CCN(CC1)CC1=NC(=CC=C1)C(F)(F)F)N 2-N-[(5-chlorothiophen-2-yl)methyl]-3-(1-[6-(trifluoromethyl)pyridin-2-yl]methylpiperidin-4-yl)-1H-pyrazol-5-amine